ICCCOCC1=CC=C(C=C1)OC 1-[(3-iodopropoxy)methyl]-4-methoxybenzene